O=S1(CCC(CC1)=O)=O 1,1-dioxothian-4-one